2-chloro-4-phenyl-6-(6-phenylnaphthalen-2-yl)-1,3,5-triazine ClC1=NC(=NC(=N1)C1=CC=CC=C1)C1=CC2=CC=C(C=C2C=C1)C1=CC=CC=C1